2-((8-iodo-7-methoxy-4-methylquinazolin-2-yl)amino)-5,6-dimethylpyrimidin-4(3H)-one IC=1C(=CC=C2C(=NC(=NC12)NC1=NC(=C(C(N1)=O)C)C)C)OC